5-((1R,3R)-2-(bicyclo[1.1.1]pentan-1-yl)-3-methyl-2,3,4,9-tetrahydro-1H-pyrido[3,4-b]indol-1-yl)-N-(1-(3-fluoropropyl)azetidin-3-yl)pyridin-2-amine C12(CC(C1)C2)N2[C@@H](C=1NC3=CC=CC=C3C1C[C@H]2C)C=2C=CC(=NC2)NC2CN(C2)CCCF